COC1=C(C=CC(=C1)F)C1=CC(=NN1)N 5-(2-methoxy-4-fluorophenyl)-1H-pyrazol-3-amine